BrC1=CC=C2C(CC3(CCN(CC3)CC=3OC(=NN3)C3=CC(=C(C=C3)OC)OC)OC2=C1)O 7-bromo-1'-((5-(3,4-dimethoxyphenyl)-1,3,4-oxadiazol-2-yl)methyl)spiro[chromane-2,4'-piperidin]-4-ol